2-((5-(((3,3-difluoro-2-hydroxypropyl)(methyl)amino)methyl)-4-iodo-1-methyl-1H-pyrazol-3-yl)oxy)acetonitrile FC(C(CN(C)CC1=C(C(=NN1C)OCC#N)I)O)F